C(#N)C=1C(=NC(=C(C1CC)C#N)N1CCN(CCC1)C)SC(C(=O)N)C1=NC=CC=C1F 2-((3,5-dicyano-4-ethyl-6-(4-methyl-1,4-diazepan-1-yl)pyridin-2-yl)sulfanyl)-2-(3-fluoropyridin-2-yl)acetamide